6-Chloro-3-(2'-chloro-[1,1'-biphenyl]-4-yl)-7-methoxy-2-methylquinolin-4(1H)-one ClC=1C=C2C(C(=C(NC2=CC1OC)C)C1=CC=C(C=C1)C1=C(C=CC=C1)Cl)=O